CO[C@@]1(CNCC1)CN1CC(CC1)(C)C (S)-1-((3-methoxypyrrolidin-3-yl)methyl)-3,3-dimethylpyrrolidine